1-(7-(4-fluorobenzoyl)-3-(3-((R)-1-fluoroethyl)-1,2,4-thiadiazol-5-yl)-8-methyl-5,6,7,8-tetrahydroimidazo[1,5-a]pyrazin-1-yl)pyrrolidin-2-one FC1=CC=C(C(=O)N2C(C=3N(CC2)C(=NC3N3C(CCC3)=O)C3=NC(=NS3)[C@@H](C)F)C)C=C1